terephthalic acid bis(n-octadecylamine) salt C(CCCCCCCCCCCCCCCCC)N.C(CCCCCCCCCCCCCCCCC)N.C(C1=CC=C(C(=O)O)C=C1)(=O)O